NC([C@@](CO)(C)NC(=O)C1=C(OC2=C1C=C(C=C2)OCC2=CN=C(S2)C)C)=O (S)-N-(1-amino-2-methyl-3-hydroxy-1-oxopropan-2-yl)-2-methyl-5-((2-methylthiazol-5-yl)methoxy)benzofuran-3-carboxamide